3-(6-((1-(1-(difluoromethyl)-1H-benzo[d]imidazol-2-yl)piperidin-4-yl)amino)-1-methyl-1H-indazol-3-yl)-N-methylbenzamide FC(N1C(=NC2=C1C=CC=C2)N2CCC(CC2)NC2=CC=C1C(=NN(C1=C2)C)C=2C=C(C(=O)NC)C=CC2)F